C(C1=CC=CC=C1)SC=1C=C(C=2N(C1)C(=NC2)C(=O)NNC(C(F)F)=O)F 6-(benzylthio)-N'-(2,2-difluoroacetyl)-8-fluoroimidazo[1,5-a]pyridine-3-carbohydrazide